C(C)(C)(C)N1CCN(CCC1)C=1C=C(C=NC1OC)C=1C(=C(C=C(C1)F)C1=CC(=C(C=C1)N1C(N(C=C1)C)=O)Cl)O 1-(3'-(5-(4-(tert-Butyl)-1,4-diazepan-1-yl)-6-methoxypyridin-3-yl)-3-chloro-5'-fluoro-2'-hydroxy-[1,1'-biphenyl]-4-yl)-3-methyl-1H-imidazol-2(3H)-one